CC1C(C1)CCCCCCCCCCC(=O)O 11-(2-methylcyclopropyl)undecanoic acid